ClC=1C=NC(=C(C(=O)NC2CCC(CC2)CN2C(N(C=3C2=NC=CC3)C3=CC(=CC=C3)F)=O)C1)C(F)F 5-chloro-2-(difluoromethyl)-N-((1r,4r)-4-((1-(3-fluorophenyl)-2-oxo-1H-imidazo[4,5-b]pyridin-3(2H)-yl)methyl)cyclohexyl)nicotinamide